(R)-4-((4-((3-ethynyl-2-fluorophenyl)amino)-7-methoxyquinazolin-6-yl)oxy)-3,3-difluoropiperidine-1-carboxylic acid tert-butyl ester C(C)(C)(C)OC(=O)N1CC([C@@H](CC1)OC=1C=C2C(=NC=NC2=CC1OC)NC1=C(C(=CC=C1)C#C)F)(F)F